CC1=CC=CC(=N1)C1=NN(C=C1C=1N=C2C=C(C=NC2=CC1)NC(OCC1=CC=CC=C1)=O)C1OCCCC1 benzyl (6-(3-(6-methylpyridin-2-yl)-1-(tetrahydro-2H-pyran-2-yl)-1H-pyrazol-4-yl)-1,5-naphthyridin-3-yl)carbamate